NC1CCC(CC1)CN(C1=C2CN(C(C2=CC=C1)=O)C1C(NC(CC1)=O)=O)CCCCC 3-(4-((((1s,4s)-4-aminocyclohexyl)methyl)(pentyl)amino)-1-oxoisoindolin-2-yl)piperidine-2,6-dione